NC1=C(C=C(C(=O)OC)C=C1)C#CCCO Methyl 4-amino-3-(4-hydroxybut-1-ynyl)benzoate